3-octanoylthio-1-propyltriethoxysilane (3-triethoxysilylpropyl thiooctanoate) C(C)O[Si](CCCC(C(=S)O)CCCCCC)(OCC)OCC.C(CCCCCCC)(=O)SCCC[Si](OCC)(OCC)OCC